CC(C(=O)C(F)(F)F)(F)C dimethyltetrafluoroacetone